(S)-11-amino-3-cyclopropyl-7-isopropyl-4-methyl-4,5,6,7-tetrahydroisoxazolo[4'',3'':6',7']cyclohepta[1',2':4,5]pyrrolo[2,3-d]pyrimidin-4-ol NC=1C2=C(N=CN1)N(C1=C2C=2C([C@](CC1)(O)C)=C(ON2)C2CC2)C(C)C